methyl 2-[9-(2-cyanoethyl)-1,9-diazatricyclo[6.3.1.04,12]dodeca-2,4(12),5,7-tetraen-2-yl]-7-methoxy-1-methyl-benzimidazole-5-carboxylate C(#N)CCN1C2=CC=CC=3C=C(N(CC1)C32)C3=NC2=C(N3C)C(=CC(=C2)C(=O)OC)OC